ClC1=NC(=NC(=N1)C1=CC(=CC=C1)[Si](C1=CC=CC=C1)(C1=CC=CC=C1)C1=CC=CC=C1)N1C2=CC=CC=C2C=2C=CC=CC12 9-(4-chloro-6-(3-(triphenylsilyl)phenyl)-1,3,5-triazin-2-yl)-9H-carbazole